N-(6-(2,6-dioxopiperidin-3-yl)pyridin-3-yl)-2-((S)-2-(trifluoromethyl)piperazin-1-yl)acetamide O=C1NC(CCC1C1=CC=C(C=N1)NC(CN1[C@@H](CNCC1)C(F)(F)F)=O)=O